Cl.N1(CCNCC1)C(=O)N1CCCCC1 Piperazin-1-yl-(piperidin-1-yl)methanone hydrochloride